FC1=CC=C2[C@H](N3C(C2=C1)=CN=C3)[C@@H]3[C@H](COCC3)O (3R,4R)-4-((R)-8-fluoro-5H-imidazo[5,1-a]isoindol-5-yl)-tetrahydro-2H-pyran-3-ol